8',18'-dioxa-12'-azaspiro[morpholine-3,15'-tetracyclo[17.2.2.02,7.012,16]tricosane] C12C3CCCCC3OCCCN3CCC4(C3COC(CC1)CC2)NCCOC4